(5-chloro-1-(methylthio)naphthalen-2-yl)boronic acid ClC1=C2C=CC(=C(C2=CC=C1)SC)B(O)O